hexadecenoic anhydride C(C=CCCCCCCCCCCCCC)(=O)OC(C=CCCCCCCCCCCCCC)=O